tert-butyl 3-[(2-aminopyridin-3-yl)amino]piperidine-1-carboxylate NC1=NC=CC=C1NC1CN(CCC1)C(=O)OC(C)(C)C